6-n-hexyl-cyclohexanone oxime C(CCCCC)C1CCCCC1=NO